C(C)(C)C1=C(C(=O)NC)C=CC(=N1)CC=1C(C2=CC=CC=C2C(C1C)=O)=O isopropyl-N-methyl-6-((3-methyl-1,4-dioxo-1,4-dihydronaphthalen-2-yl)methyl)nicotinamide